O.C([O-])([O-])=O.[Ce+3].C([O-])([O-])=O.C([O-])([O-])=O.[Ce+3] cerous carbonate monohydrate